FC1=C(C=C(C(=C1)C)C=1C=C(C=2N(C1)C=CN2)N2CCOCC2)NC(=O)N2C[C@@H](CC2)CC(F)(F)F (S)-N-(2-fluoro-4-methyl-5-(8-morpholinoimidazo[1,2-a]pyridin-6-yl)phenyl)-3-(2,2,2-trifluoroethyl)pyrrolidine-1-carboxamide